C=1(C(=CC=CC1)CC1OCC1)CC1OCC1 xylylenebisoxetane